3-(4-(1H-pyrazol-4-yl)phenyl)-1-(2-fluoro-3-methoxybenzyl)-8-oxa-1,3-diazaspiro[4.5]decan-2-one N1N=CC(=C1)C1=CC=C(C=C1)N1C(N(C2(C1)CCOCC2)CC2=C(C(=CC=C2)OC)F)=O